1-(((tert-butyldiphenylsilyl)oxy)methyl)cyclobutane-1-carbaldehyde [Si](C1=CC=CC=C1)(C1=CC=CC=C1)(C(C)(C)C)OCC1(CCC1)C=O